C(#N)C(C)(C)NC(=O)C1=C(C=C2CCN3C(C2=C1)=C(C=C3C(=O)N3[C@@](CCC3)(C)[C@@H](C)O)C=3SC=CC3)OC N-(1-cyano-1-methyl-ethyl)-3-[(2R)-2-[(1R)-1-hydroxyethyl]-2-methyl-pyrrolidine-1-carbonyl]-8-methoxy-1-(2-thienyl)-5,6-dihydropyrrolo[2,1-a]isoquinoline-9-carboxamide